COC[C@H]1N(CCNC1)C1CCC(CC1)N1N=C2C=C(C(=CC2=C1)[N+](=O)[O-])C(=O)OC methyl 2-((1S,4r)-4-((S)-2-(methoxymethyl) piperazin-1-yl) cyclohexyl)-5-nitro-2H-indazole-6-carboxylate